5-Fluoro-1-(4-(pyridin-4-yl)phenyl)-1H-indazol-6-ol FC=1C=C2C=NN(C2=CC1O)C1=CC=C(C=C1)C1=CC=NC=C1